C[N+](CCC)(C)C trimethylpropan-1-ylammonium